Dimethyl-(4-(prop-2-yn-1-ylamino)phenyl)phosphine oxide CP(C1=CC=C(C=C1)NCC#C)(C)=O